ClC1=NC=CC(=C1)OC1=CC(=CC=C1)Cl 2-chloro-4-(3-chlorophenoxy)pyridine